methyl 5-mercaptobenzimidazole-2-carbamate SC1=CC2=C(N=C(N2)NC(=O)OC)C=C1